7,8-dihydroxyl-2-phenazinesulfonic acid OC=1C=C2N=C3C=CC(=CC3=NC2=CC1O)S(=O)(=O)O